(S)-6-(4-(5-fluoro-2-((tetrahydro-2H-pyran-4-yl)oxy)phenyl)piperidin-1-yl)-2-(pyrimidin-5-yl)-2-azaspiro[3.4]octane FC=1C=CC(=C(C1)C1CCN(CC1)[C@@H]1CC2(CN(C2)C=2C=NC=NC2)CC1)OC1CCOCC1